3-((S)-3-(2,5-di-chloro-7H-pyrrolo[2,3-d]pyrimidin-7-yl)-2-methylpropoxy)-1-((1r,4S)-4-methoxycyclohexyl)-5-methyl-1H-pyrazol-4-amine ClC=1N=CC2=C(N1)N(C=C2Cl)C[C@@H](COC2=NN(C(=C2N)C)C2CCC(CC2)OC)C